2-(4-hydroxybenzyl)-5-(phenylamino)isoindoline-1,3-dione OC1=CC=C(CN2C(C3=CC=C(C=C3C2=O)NC2=CC=CC=C2)=O)C=C1